(3-(4-amino-7-(1-(tetrahydro-2H-pyran-2-yl)-1H-pyrazol-5-yl)-2H-pyrazolo[3,4-c]quinolin-2-yl)propyl)carbamic acid tert-butyl ester C(C)(C)(C)OC(NCCCN1N=C2C(=NC=3C=C(C=CC3C2=C1)C1=CC=NN1C1OCCCC1)N)=O